FC1=CC=C2C=C(C=C(C2=C1)N1[13C](=CC2=CC=CC=C12)C1=CC=CC=C1)C1=CC=CC=C1 N-(7-fluoro-3-phenylnaphthyl)-2-phenyl-indole-13C